trans-2-((6-chloro-5-fluoro-7-isopropylpyrrolo[2,1-f][1,2,4]triazin-2-yl)amino)-5,5-difluorocyclohexan-1-ol ClC=1C(=C2C=NC(=NN2C1C(C)C)N[C@H]1[C@@H](CC(CC1)(F)F)O)F